ClC=1C=C2C(=CN=C(C2=CN1)N1[C@@H]([C@H](C1)O)C)C(C)C (2r,3s)-1-(6-chloro-4-isopropyl-2,7-naphthyridin-1-yl)-2-methylazetidin-3-ol